N1(CCC1)C1=CC(=C(C(=C1C#N)C1=C(C=NN1C)Br)F)Cl 6-(azetidin-1-yl)-2-(4-bromo-1-methyl-1H-pyrazol-5-yl)-4-chloro-3-fluorobenzonitrile